N-(2,2-dimethyl-6-morpholino-3H-benzofuran-5-yl)-1,2,5-thiadiazole-3-carboxamide CC1(OC2=C(C1)C=C(C(=C2)N2CCOCC2)NC(=O)C2=NSN=C2)C